tert-butyl 2-((((9H-fluoren-9-yl)methoxy)carbonyl)amino)-6-acetamidohexanoate C1=CC=CC=2C3=CC=CC=C3C(C12)COC(=O)NC(C(=O)OC(C)(C)C)CCCCNC(C)=O